6-chloro-N-(methyl-d3)-4-((2,4,5-trimethyl-4,5-dihydro-2H-[1,2,3]triazolo[4,5-c][1,7]naphthyridin-6-yl)amino)pyridazine-3-carboxamide ClC1=CC(=C(N=N1)C(=O)NC([2H])([2H])[2H])NC1=NC=CC=2C=3C(C(N(C12)C)C)=NN(N3)C